C1(=CC=CC=C1)C=1N=C(SC1)N1CC(OCC1)C(F)(F)F 4-(4-phenylthiazol-2-yl)-2-(trifluoromethyl)morpholine